C(C)(C)OC1=C(C=CC(=N1)CC1CC2(CN(C2)C(=O)O)C1)C 6-((6-isopropoxy-5-methylpyridin-2-yl)methyl)-2-azaspiro[3.3]Heptane-2-carboxylic acid